2-({6-[(1,3-Benzothiazol-2-yl)amino]-5-methylpyridazin-3-yl}(methyl)amino)-5-[3-(benzyloxy)azetidin-1-yl]-1,3-thiazole-4-carboxylic acid S1C(=NC2=C1C=CC=C2)NC2=C(C=C(N=N2)N(C=2SC(=C(N2)C(=O)O)N2CC(C2)OCC2=CC=CC=C2)C)C